tert-butyl (2S,3S,4S,5R)-4-(3-chloro-2-fluorophenyl)-6'-cyclopropyl-2-(2,2-dimethylpropyl)-1',2'-dihydrospiro[pyrrolidine-3,3'-pyrrolo[3,2-c]pyridine]-5-carboxylate ClC=1C(=C(C=CC1)[C@H]1[C@@H](N[C@H]([C@@]12CNC1=C2C=NC(=C1)C1CC1)CC(C)(C)C)C(=O)OC(C)(C)C)F